chromium seleno-galacturonate O=C[C@H](O)[C@@H](O)[C@@H](O)[C@H](O)C(=[Se])[O-].[Cr+3].O=C[C@H](O)[C@@H](O)[C@@H](O)[C@H](O)C(=[Se])[O-].O=C[C@H](O)[C@@H](O)[C@@H](O)[C@H](O)C(=[Se])[O-]